CC1=NN(C=C1B1OC(C(O1)(C)C)(C)C)C(=O)OC(C)(C)C tert-butyl 3-methyl-4-(4,4,5,5-tetramethyl-1,3,2-dioxaborolan-2-yl)pyrazole-1-carboxylate